C[N+]1=CN(C=C1)S(=O)(=O)OC1=C(C(=CC=C1)CC=1C(OC2=CC(=CC=C2C1C)OC1=NC=CC=C1F)=O)F [2-fluoro-3-[[7-[(3-fluoro-2-pyridyl)oxy]-4-methyl-2-oxo-chromen-3-yl]methyl]phenyl] 3-methylimidazol-3-ium-1-sulfonate